C(CCCCCCC)C(CCCCCCCCC(=O)O)(CCCCCCCC)CCCCCCCC.OC(CC)(O)O Trihydroxypropane trioctyldecanoate